IC1=CC=CC=2C(C3=CC=CC=C3C12)(C)C 4-iodo-9,9-dimethyl-9H-fluorene